(4-Isopropylpiperazin-1-yl)(5-(2-nitrophenyl)-2-(4-(trifluoromethyl)phenyl)Oxazol-4-yl)methanone C(C)(C)N1CCN(CC1)C(=O)C=1N=C(OC1C1=C(C=CC=C1)[N+](=O)[O-])C1=CC=C(C=C1)C(F)(F)F